[Sr+2].CC(C(=O)[O-])=C.CC(C(=O)[O-])=C 2-methylprop-2-enoic acid, strontium salt